ClC1=CC=C(NC=2C=COC2)C=C1 4-(4-chloroanilino)furan